3-(4-bromopyrazol-1-yl)cyclobutan-1-ol BrC=1C=NN(C1)C1CC(C1)O